5-((1H-1,2,4-triazol-1-yl)methyl)-8-bromo-2,2-dimethyl-4H-benzo[d][1,3]dioxin-4-one N1(N=CN=C1)CC1=CC=C(C=2OC(OC(C21)=O)(C)C)Br